IN[C@@H](CO)C(=O)O N-iodoserine